2-(2-(3-(1',2'-Dihydrospiro[cyclopropane-1,3'-pyrrolo[2,3-b]pyridin]-5'-yl)-2-fluorophenyl)-3-methylpyridin-4-yl)acetonitrile N1CC2(C=3C1=NC=C(C3)C=3C(=C(C=CC3)C3=NC=CC(=C3C)CC#N)F)CC2